[Ru]([N+]#[C-])([N+]#[C-])[N+]#[C-] ruthenium Isonitrile